CN1CCC[C@@H]2[C@H]1CCN1C2=NC2=CC(=CC=C2C1=O)C(F)(F)F |r| (±)-(4aR,13bR)-4-methyl-11-(trifluoromethyl)-1,2,3,4,4a,5,6,13b-octahydro-8H-[1,6]naphthyridino[5,6-b]quinazolin-8-one